FC(CN1N=CC=2C1=NC(=CN2)N2CC1(CCN(C1=O)C1=CC(=NC=C1)C(F)(F)F)CC2)F 7-[1-(2,2-difluoroethyl)-1H-pyrazolo[3,4-b]pyrazin-6-yl]-2-[2-(trifluoromethyl)pyridin-4-yl]-2,7-diazaspiro[4.4]nonan-1-one